FC(C=1N=CC(=NC1)CC1CCC2(CN(C2)C(=O)N2CC3(C2)NC(COC3)=O)CC1)(F)F 2-[7-[[5-(trifluoromethyl)pyrazin-2-yl]methyl]-2-azaspiro[3.5]nonane-2-carbonyl]-8-oxa-2,5-diazaspiro[3.5]nonan-6-one